1-(8-(4-(((7-(cyclopropylmethoxy)-5-fluoro-4-oxo-3,4-dihydroquinazolin-2-yl)methyl)thio)-[1,4'-bipiperidin]-1'-yl)isoquinolin-4-yl)dihydropyrimidine-2,4(1H,3H)-dione C1(CC1)COC1=CC(=C2C(NC(=NC2=C1)CSC1CCN(CC1)C1CCN(CC1)C=1C=CC=C2C(=CN=CC12)N1C(NC(CC1)=O)=O)=O)F